C(CCCCCCCCCCCCCCCCC)[N+](=CCCCCCCCCCCCCCCCC)[O-] N-octadecyl-α-hexadecyl-nitrone